2-ethyl-1-ethyl-hexene C(C)C(=CCC)CCCC